NC=1SC2=C(C1C#N)C(=CC=C2F)C2=C(C=C1C=NC(=NC1=C2F)OC[C@H]2N(CCC2)CCO)Cl 2-amino-4-[6-chloro-8-fluoro-2-[[(2S)-1-(2-hydroxyethyl)pyrrolidin-2-yl]methoxy]quinazolin-7-yl]-7-fluoro-benzothiophene-3-carbonitrile